ClC1=C(C(=O)N(C)C)C=CC(=C1)OC[C@H](CCC1CCNCC1)C |o1:14| (S or R)-2-chloro-N,N-dimethyl-4-(2-methyl-4-(piperidin-4-yl)butoxy)benzamide